ClC1=C(OC=2C=[N+](C=CC2)[O-])C=CC(=C1)F 3-(2-chloro-4-fluorophenoxy)pyridine-N-oxide